(hydroxy)prolinol ON1[C@@H](CCC1)CO